C12CCCC(CCC1)N2C(=O)O.CN(C=O)C N,N-dimethyl-formamide 9-azabicyclo[3.3.1]nonane-9-carboxylate